ClC(C)C1=CC=CC2=CC=CC=C12 1-(1-Chloroethyl)naphthalene